2,4-bis(trifluoromethyl)benzoyl chloride FC(C1=C(C(=O)Cl)C=CC(=C1)C(F)(F)F)(F)F